(1R,4R)-4-((5-amino-8-bromopyrido[4,3-d]pyrimidin-2-yl)amino)cyclohexan-1-ol NC1=NC=C(C=2N=C(N=CC21)NC2CCC(CC2)O)Br